S1NCCCCCCCC1 thiazecane